ClC=1C=C(C(=O)NC2=C3C(N(C=NC3=CC=C2)CC2=C(C=CC=C2)F)=O)C=C(C1O)Cl 3,5-dichloro-N-(3-(2-fluorobenzyl)-4-oxo-3,4-dihydroquinazolin-5-yl)-4-hydroxybenzamide